O[C@@H](CO)C1=C2C(=NC=C1)N(N=C2C2CN(C2)C(\C=C\CO)=O)C2=CC=C(C=C2)OC(F)(F)F (R,E)-1-(3-(4-(1,2-dihydroxyethyl)-1-(4-(trifluoromethoxy)phenyl)-1H-pyrazolo[3,4-b]pyridin-3-yl)azetidin-1-yl)-4-hydroxybut-2-en-1-one